OC=1C=C(C=NC1)C1=CC(=C(C=C1)CN1CCN(CC1)C1=CC=C(N=N1)C(=O)NS(=O)(=O)C1=CC(=C(C=C1)NCCSC1=CC=CC=C1)[N+](=O)[O-])OC 6-[4-[[4-(5-Hydroxypyridin-3-yl)-2-methoxyphenyl]methyl]piperazin-1-yl]-N-[3-nitro-4-(2-phenylsulfanylethylamino)phenyl]sulfonylpyridazine-3-carboxamide